tert-butyl ((R)-1-(((S)-5-amino-1-((4-(N-((benzyloxy)carbonyl)carbamimidoyl)benzyl)amino)-1,5-dioxopentan-2-yl)amino)-1-oxo-4-phenylbutan-2-yl)carbamate NC(CC[C@@H](C(=O)NCC1=CC=C(C=C1)C(NC(=O)OCC1=CC=CC=C1)=N)NC([C@@H](CCC1=CC=CC=C1)NC(OC(C)(C)C)=O)=O)=O